CN1C=NC(=C1)CN1C=CC2=CC=C(C=C12)C#N 1-(1-methyl-1H-imidazol-4-ylmethyl)-1H-indole-6-carbonitrile